CN(CCNC(=O)C=1C=C2C=CNC2=CC1)C N-(2-(dimethylamino)ethyl)-1H-indole-5-carboxamide